tert-butyl (2S,4R)-4-(3-(4-bromo-3-methylphenoxy)propyl)-2-methylpiperidine-1-carboxylate BrC1=C(C=C(OCCC[C@H]2C[C@@H](N(CC2)C(=O)OC(C)(C)C)C)C=C1)C